p-fluorosulfonyl-benzene FS(=O)(=O)C1=CC=CC=C1